N(=[N+]=[N-])CC=1C=C(C=NC1F)N1C(NC(CC1)=O)=O 1-(5-(azidomethyl)-6-fluoropyridin-3-yl)dihydropyrimidine-2,4(1H,3H)-dione